CC1=CC=CC=2NC(=NC21)CC2=CC=C(C1=CC=CC=C21)C=2N=C(N1C2C(=NC=C1)N)C(C)C 1-{4-[(4-methyl-1H-1,3-benzodiazol-2-yl)methyl]naphthalen-1-yl}-3-(propane-2-yl)imidazo[1,5-a]pyrazin-8-amine